tert-butyl 4-[7-amino-3-(2-chloro-6-methyl-phenyl)-2-oxo-4H-pyrimido[4,5-d]pyrimidin-1-yl]piperidine-1-carboxylate NC1=NC=C2C(=N1)N(C(N(C2)C2=C(C=CC=C2C)Cl)=O)C2CCN(CC2)C(=O)OC(C)(C)C